ClC=1C=C(C=CC1Cl)C=1SC=C(N1)NC(CCCNC(OC(C)(C)C)=O)=O tert-butyl (4-((2-(3,4-dichlorophenyl)thiazol-4-yl)amino)-4-oxobutyl)carbamate